syringylpropene C/C=C/C1=CC(=C(C(=C1)OC)O)OC